C(CCC)[Sn](C1=CC=C(S1)C1=C2C(N=C(S2)C=2SC(=CC2)[Si](C(C)C)(C(C)C)C(C)C)=C(C2=C1N=C(S2)C=2SC(=CC2)[Si](C(C)C)(C(C)C)C(C)C)C=2SC(=CC2)[Sn](CCCC)(CCCC)CCCC)(CCCC)CCCC 4,8-bis(5-tributylstannylthiophen-2-yl)-2,6-Bis(5-triisopropylsilanylthiophen-2-yl)-benzo[1,2-d:4,5-d']bisthiazole